C1=CC(=C(C=C1O)C(=O)NCCCCNCCCNC(=O)C2=C(C=CC(=C2)O)O)O The molecule is a member of the class of benzamides obtained by formal condensation of the two primary amino groups of spemidine with the carboxy groups from two molecules of 2,5-dihydroxybenzoic acid. It has a role as an antibacterial agent. It is a member of benzamides and a member of hydroquinones. It derives from a spermidine and a 2,5-dihydroxybenzoic acid.